3-((S)-2-oxopyrrolidin-3-yl)propionic acid O=C1NCC[C@@H]1CCC(=O)O